ClC1=NC=CC(=N1)NC=1C=C2CCNC(C2=CC1)=O 6-[(2-chloropyrimidin-4-yl)amino]-3,4-dihydro-2H-isoquinolin-1-one